N1(CCC1)C1=CC=C2C3(CC=4C(=NOC4C2=C1)NS(=O)(=O)C1=C(C=C(C=C1OC)C(=O)N1C[C@@H](OCC1)C)OC)CC3 (S)-N-(8'-(azetidin-1-yl)-4'H-spiro[cyclopropane-1,5'-naphtho[2,1-d]isoxazol]-3'-yl)-2,6-dimethoxy-4-(2-methylmorpholine-4-carbonyl)benzenesulfonamide